imidazopyrimidinone C1=NC=NC2=NC(=O)N=C21